CC1=CC=C(C=C1)S(=O)(=O)OC(C([2H])([2H])OS(=O)(=O)C1=CC=C(C=C1)C)([2H])[2H] 1-methyl-4-({2-[(4-methylbenzenesulfonyl)oxy](1,1,2,2-2H4)ethoxy}sulfonyl)benzene